N-[(6-Amino-2-pyridyl)sulfonyl]-6-(6-isopropoxy-3-pyridyl)-2-(3-isopropyl-1-piperidyl)pyridin-3-carboxamid NC1=CC=CC(=N1)S(=O)(=O)NC(=O)C=1C(=NC(=CC1)C=1C=NC(=CC1)OC(C)C)N1CC(CCC1)C(C)C